N-[(3S)-1-[(2R)-2-[4-(2-chloro-4-fluoro-phenyl)-2-oxo-chromen-7-yl]oxypropionyl]-3-piperidinyl]prop-2-enamide ClC1=C(C=CC(=C1)F)C1=CC(OC2=CC(=CC=C12)O[C@@H](C(=O)N1C[C@H](CCC1)NC(C=C)=O)C)=O